CN1C=CC2=C1C=NC=C2N 1-methyl-1H-pyrrolo[2,3-c]pyridin-4-amine